(3-CHLORO-5-FORMYL-PHENYL)-CARBAMIC ACID BENZYL ESTER C(C1=CC=CC=C1)OC(NC1=CC(=CC(=C1)C=O)Cl)=O